tert-butyl {[3-oxo-2-(2,2,2-trifluoroethyl)-2,3-dihydropyridazin-4-yl]oxy}acetate O=C1N(N=CC=C1OCC(=O)OC(C)(C)C)CC(F)(F)F